C(N)(=O)C=1C=C(C=CC1F)NC(=O)[C@@H]1O[C@@]([C@@H]([C@@H]1C1=C(C(=C(C=C1)F)F)OC)C)(C(F)(F)F)C (2R,3R,4R,5S)-N-(3-carbamoyl-4-fluoro-phenyl)-3-(3,4-difluoro-2-methoxy-phenyl)-4,5-dimethyl-5-(trifluoromethyl)tetrahydrofuran-2-carboxamide